N-[(4-{3a-hydroxy-4-oxo-1H,2H,3H,3aH,4H-pyrrolo[2,3-b]1,7-naphthyridin-1-yl}phenyl)methyl]methanesulfonamide OC12C(=NC3=CN=CC=C3C1=O)N(CC2)C2=CC=C(C=C2)CNS(=O)(=O)C